[I-].O\N=C\C1=[N+](C=CC(=C1)OC1=CC=C(C=C1)C)C (E)-2-((hydroxyimino)methyl)-1-methyl-4-(p-tolyloxy)pyridine-1-ium iodide